BrC1=CC2=C(N=C(N=C2)NC2=NOC=C2)N2C1=NCC2 N-(6-bromo-8,9-dihydroimidazo[1',2':1,6]pyrido[2,3-d]pyrimidin-2-yl)isoxazol-3-amine